2-chloro-N-methylpyrimidine-5-carboxamide formate C(=O)O.ClC1=NC=C(C=N1)C(=O)NC